FC(S(=O)(=O)OC1=CCC(C1)C1=CC=C(C=C1)N(C)C)(F)F 4-(4-(Dimethylamino)phenyl)cyclopent-1-en-1-yl trifluoromethanesulfonate